3,5-bis(4-maleimidyl-phenyl)pyridine C1(C=CC(N1C1=CC=C(C=C1)C=1C=NC=C(C1)C1=CC=C(C=C1)N1C(C=CC1=O)=O)=O)=O